NC(CNC([C@H](N)C)=O)(C)C N-(2-amino-2-methylpropyl)-D-alaninamide